{6-[(diethylamino)methyl]-2-naphthyl}methyl {4-[(hydroxyamino)carbonyl]phenyl}carbamate ONC(=O)C1=CC=C(C=C1)NC(OCC1=CC2=CC=C(C=C2C=C1)CN(CC)CC)=O